CC=1N=CN(C1)C1=CC=2N(C=C1)C(=CN2)C2=CC(=NC=N2)NCC2=CC=C(C=C2)C=2C=NN(C2)C 6-[7-(4-methyl-1H-imidazol-1-yl)imidazo[1,2-a]pyridin-3-yl]-N-{[4-(1-methyl-1H-pyrazol-4-yl)phenyl]methyl}pyrimidin-4-amine